NC1=C(C=C(C=C1S(=O)(=O)O)C1=CC(=C(C=C1)N)C)C 4,4'-diamino-3,3'-dimethylbiphenyl-5-sulfonic acid